2-[[4-amino-2-(ethoxymethyl)-6-methyl-1H-imidazo[4,5-c]pyridin-7-yl]sulfanyl]-5-[1-(dimethylamino)ethyl]phenol NC1=NC(=C(C2=C1N=C(N2)COCC)SC2=C(C=C(C=C2)C(C)N(C)C)O)C